6-bromo-5-methoxy-2,3-dihydrobenzofuran BrC1=CC2=C(CCO2)C=C1OC